decyl 4-((ethoxycarbonyl)(methyl)amino)butanoate C(C)OC(=O)N(CCCC(=O)OCCCCCCCCCC)C